1-tert-butyl 2-methyl 3-oxopiperidine-1,2-dicarboxylate O=C1C(N(CCC1)C(=O)OC(C)(C)C)C(=O)OC